ClC=1CCCCN1 6-chloro-2,3,4,5-tetrahydropyridine